undecan-1-ol C(CCCCCCCCCC)O